BrC=1C(=C(CNC=2N=CC=C3C=C(C=NC23)CN2C(OCC2)=O)C=CC1)C 3-((8-(3-bromo-2-methylbenzylamino)-1,7-naphthyridin-3-yl)methyl)oxazolidin-2-one